S(=O)(=O)(C1=CC=C(C)C=C1)OC[C@H]1CN(CC1)C(=O)OC(C)(C)C |r| (±)-tert-butyl 3-((tosyloxy)methyl)pyrrolidine-1-carboxylate